N-formyl-N-hydroxy-DL-alanine-sodium salt [Na+].C(=O)N([C@@H](C)C(=O)[O-])O |r|